ClC=1C(N(C(=CC1OC([2H])([2H])C1=NC=C(C=C1F)F)C)C1=CC(=NC=C1C)N1N=C(C=C1)S(=O)(=O)C)=O (S)-3-chloro-4-((3,5-difluoropyridin-2-yl)methoxy-d2)-5',6-dimethyl-2'-(3-(methylsulfonyl)-1H-pyrazol-1-yl)-2H-[1,4'-bipyridine]-2-one